S1N=C(C2=C1C=CC=C2)N2CCN(CC2)CC2C(CCCC2)CN2C(N1C(CC2=O)CCC1)=O 2-[2-(4-Benzo[d]isothiazol-3-yl-piperazin-1-ylmethyl)-cyclohexylmethyl]-tetrahydro-pyrrolo[1,2-c]pyrimidine-1,3-dione